C(C)N1OC[C@@H]2[C@H](O1)C1=CC=CC=C1C2 |r| (2RS,4aRS,9bSR)-2-ethyl-4,4a,5,9b-tetrahydroindeno[1,2-d][1,3]dioxazine